C1CN(CCN1)C2=CC(=CC(=C2)Cl)Cl (3,5-dichlorophenyl)piperazine